FC=1C(=CC2=C(OC3(CC3)C(N2CC#C)=O)C1)NC(CCC(=O)O)=O 4-((7-fluoro-3-oxo-4-(prop-2-yn-1-yl)-3,4-dihydrospiro[benzo[b][1,4]oxazin-2,1'-cyclopropan]-6-yl)amino)-4-oxobutanoic acid